ONC(/C=C/C1=C(C=CC=C1)N1CC2(C1)N(CCCC2)C(=O)OC(C)(C)C)=O tert-butyl (E)-2-(2-(3-(hydroxyamino)-3-oxoprop-1-en-1-yl)phenyl)-2,5-diazaspiro[3.5]nonane-5-carboxylate